ClC1=CC=C(CNCCC2(CCOC3(CCCC3)C2)C2=NC=CC=C2)C(=C1)N1CC(C1)F N-(4-chloro-6-(3-fluoroazetidin-1-yl)benzyl)-2-(9-(pyridin-2-yl)-6-oxaspiro[4.5]decan-9-yl)ethylamine